2-(((1r,4r)-4-((phenyl(pyrazin-2-yl)carbamoyl-oxy)methyl)cyclohexyl)methoxy)acetic acid C1(=CC=CC=C1)N(C(=O)OCC1CCC(CC1)COCC(=O)O)C1=NC=CN=C1